C(C1=CC=CC=C1)OC1=CC=C(C=C1)CN1C=CC2=CC=C(C=C12)C#N 1-{[4-(benzyloxy)phenyl]methyl}-1H-indole-6-carbonitrile